hexamethylene 1,9-nonanedicarboxylate C1CCCCCCCCC(=O)OCCCCCCOC1=O